BrC=1C=C(C=CC1OC)[C@@H](CC(=O)OC)NS(=O)(=O)C1=CC=C(C=C1)OC(F)(F)F methyl (R)-3-(3-bromo-4-methoxyphenyl)-3-((4-(trifluoromethoxy)phenyl)sulfonamido)propanoate